2-(4-amino-2-ethoxyphenyl)-isoindole-1,3-dione NC1=CC(=C(C=C1)N1C(C2=CC=CC=C2C1=O)=O)OCC